3-(MORPHOLINOMETHYL)PHENYLBORONIC ACID O1CCN(CC1)CC=1C=C(C=CC1)B(O)O